NCCCN(C)C1CC1 N-(3-aminopropyl)-N-methyl-3-cyclopropylamine